disuccinate monopotassium salt [K+].C(CCC(=O)O)(=O)[O-].C(CCC(=O)O)(=O)O